C(=O)O.ClC=1C=C(C=CC1C(=O)N1CCN(CC1)C(CC1(CNC1)O)=O)NC(=O)C=1N(C(=CN1)C1=C(C(=C(C=C1)OC)F)F)C N-[3-chloro-4-[4-[2-(3-hydroxyazetidin-3-yl)acetyl]piperazine-1-carbonyl]phenyl]-5-(2,3-difluoro-4-methoxy-phenyl)-1-methyl-imidazole-2-carboxamide formate